The molecule is a carboxypyridinecarboxylate that is the conjugate base of dipicolinic acid. It is a conjugate base of a dipicolinic acid. It is a conjugate acid of a dipicolinate(2-). C1=CC(=NC(=C1)C(=O)[O-])C(=O)O